3-Acrylamidopropanesulfonic acid C(C=C)(=O)NCCCS(=O)(=O)O